((1S,4R)-2-oxa-5-azabicyclo[2.2.1]hept-4-yl)methanol hydrochloride Cl.[C@@H]12OC[C@@](NC1)(C2)CO